(tetramethylcyclopentadienyl)(n-butylcyclopentadienyl)zirconium dichloride [Cl-].[Cl-].CC=1C(=C(C(C1)(C)[Zr+2]C1(C=CC=C1)CCCC)C)C